[C@H]12OC[C@H](N(C1)C1CCN(CC1)C1=C(C=C(C(=C1)OC)NC1=NC=NC(=C1)N1OCC[C@@H]1C1=C(C(=C(C=C1)F)F)F)NC(C=C)=O)C2 N-(2-(4-((1R,4R)-2-oxa-5-azabicyclo[2.2.1]heptane-5-yl)piperidine-1-yl)-4-methoxy-5-((6-((R)-3-(2,3,4-trifluorophenyl)isoxazolidine-2-yl)pyrimidine-4-yl)amino)phenyl)acrylamide